ortho-chlorobenzoyl chloride ClC1=C(C(=O)Cl)C=CC=C1